N-(9-((2R,3R,4R,5R)-5-((bis(4-methoxyphenyl)(phenyl)methoxy)methyl)-4-hydroxy-3-(prop-2-yn-1-yloxy)tetrahydrofuran-2-yl)-9H-purin-6-yl)benzamide COC1=CC=C(C=C1)C(OC[C@@H]1[C@H]([C@H]([C@@H](O1)N1C2=NC=NC(=C2N=C1)NC(C1=CC=CC=C1)=O)OCC#C)O)(C1=CC=CC=C1)C1=CC=C(C=C1)OC